BrC1=CC2=C(SC(=C2)C(=O)OC)C=C1 methyl 5-bromobenzo[b]thiophene-2-carboxylate